FC(C(C)(C)S(=O)(=O)C=1C=C(N)C=CC1)(F)F 3-((1,1,1-trifluoro-2-methylpropan-2-yl)sulfonyl)aniline